7-bromo-2,6-dichloro-5,8-difluoro-3H-quinazolin-4-one BrC1=C(C(=C2C(NC(=NC2=C1F)Cl)=O)F)Cl